methyl 2-(4-(4-(4-(trifluoromethyl)benzyl)pyrazolo[1,5-a]pyridine-3-carboxamido)bicyclo[2.2.2]octan-1-yl)acetate FC(C1=CC=C(CC=2C=3N(C=CC2)N=CC3C(=O)NC32CCC(CC3)(CC2)CC(=O)OC)C=C1)(F)F